C1(CC1)C=1N=NN(C1)[C@H](C(=O)N1[C@@H](C[C@H](C1)O)C(=O)N[C@@H]1C[C@@H](CC1)N(C)C)C(C)(C)C (2S,4r)-1-[(2S)-2-(4-cyclopropyltriazol-1-yl)-3,3-dimethyl-butyryl]-N-[(1S,3r)-3-(dimethylamino)cyclopentyl]-4-hydroxy-pyrrolidine-2-carboxamide